1-(4-(4-amino-5-(4-amino-2-fluorophenyl)pyrrolo[2,1-f][1,2,4]triazin-7-yl)piperidin-1-yl)-2-methylpropan-1-one NC1=NC=NN2C1=C(C=C2C2CCN(CC2)C(C(C)C)=O)C2=C(C=C(C=C2)N)F